5-(4-(5-methyl-7H-pyrrolo[2,3-d]pyrimidin-4-yl)-3,4-dihydro-2H-1,4-thiazin-6-yl)nicotinonitrile CC1=CNC=2N=CN=C(C21)N2CCSC(=C2)C=2C=NC=C(C#N)C2